2-hydroxy-4-methoxy-4'-tert-butyl-benzophenone OC1=C(C(=O)C2=CC=C(C=C2)C(C)(C)C)C=CC(=C1)OC